5-chloro-3',6'-dihydro-[2,4'-bipyridine]-1'(2'H)-carboxylic acid tert-butyl ester C(C)(C)(C)OC(=O)N1CCC(=CC1)C1=NC=C(C=C1)Cl